3-(5-fluoropyridin-3-yl)-1-(pyridin-2-ylethynyl)-3-azabicyclo[3.1.0]hexane FC=1C=C(C=NC1)N1CC2(CC2C1)C#CC1=NC=CC=C1